COC=1C=CC2=C(C(OC(N2C)=O)=O)C1 6-methoxy-1-methyl-2H-3,1-benzoxazine-2,4(1H)-dione